O1C(CC1)CC=1NC2=C(N1)C=CC(=C2)C(=O)O [[oxetan-2-yl]methyl]benzimidazole-5-carboxylic acid